(1R)-1-(3,4,5-trimethoxyphenyl)ethylamine hydrochloride Cl.COC=1C=C(C=C(C1OC)OC)[C@@H](C)N